6-(5-chloropyrimidin-2-yl)-7-fluoro-2-[(4S)-4-[[6-oxo-5-(trifluoromethyl)-1H-pyridazin-4-yl]amino]pentyl]isoquinolin-1-one ClC=1C=NC(=NC1)C=1C=C2C=CN(C(C2=CC1F)=O)CCC[C@H](C)NC=1C=NNC(C1C(F)(F)F)=O